4-imidazolecarbonyloxy-phenyl-boronic acid pinacol ester N1C(=NC=C1)C(=O)OC1=CC=C(C=C1)B1OC(C)(C)C(C)(C)O1